N-(1-benzyl-3-methylindazol-4-yl)-1,1-diphenylmethanimine C(C1=CC=CC=C1)N1N=C(C2=C(C=CC=C12)N=C(C1=CC=CC=C1)C1=CC=CC=C1)C